N-(2-nitrophenyl)benzo[d]oxazol-6-amine [N+](=O)([O-])C1=C(C=CC=C1)NC1=CC2=C(N=CO2)C=C1